C(=O)(OC(C)(C)C)N1C[C@@H](OCC1)C(=O)O (R)-N-BOC-morpholine-2-carboxylic acid